1-isobutyl-3-(pyridin-4-yl)-1H-pyrrolo[2,3-b]pyridine-6-carboxamide C(C(C)C)N1C=C(C=2C1=NC(=CC2)C(=O)N)C2=CC=NC=C2